2,4-dimethyl-benzenesulfonic acid methyl ester COS(=O)(=O)C1=C(C=C(C=C1)C)C